4-(dimethylammonio)-butane-1-sulfonate C[NH+](CCCCS(=O)(=O)[O-])C